ClC1=CC=C(C=C1)[C@@]1(N(C(C2=CC(=CC(=C12)F)C(COCC)(C)O)=O)CC1=NC=C(C=C1)Cl)O[C@@H]1COCC1 (3R)-3-(4-Chlorophenyl)-2-[(5-chloropyridin-2-yl)methyl]-6-(1-ethoxy-2-hydroxypropan-2-yl)-4-fluoro-3-[(3S)-oxolan-3-yloxy]-2,3-dihydro-1H-isoindol-1-on